5-trifluoromethyl-furan-2-carbaldehyde FC(C1=CC=C(O1)C=O)(F)F